(2S)-1-[2-[(3S)-3-[(7-methoxy-5-quinolyl)amino]pyrrolidin-1-yl]acetyl]pyrrolidine-2-carbonitrile COC1=CC(=C2C=CC=NC2=C1)N[C@@H]1CN(CC1)CC(=O)N1[C@@H](CCC1)C#N